rac-tert-butyl (6R,7R)-7-(6-cyclopropoxy-5-(pyrazolo[1,5-a]pyrimidin-3-ylcarbamoyl)-2H-indazol-2-yl)-6-methyl-2-azaspiro[3.5]nonane-2-carboxylate C1(CC1)OC=1C(=CC2=CN(N=C2C1)[C@H]1[C@@H](CC2(CN(C2)C(=O)OC(C)(C)C)CC1)C)C(NC=1C=NN2C1N=CC=C2)=O |r|